2-phenyl-6-azaspiro[3.4]Octane-6-carboxylic acid tert-butyl ester C(C)(C)(C)OC(=O)N1CC2(CC(C2)C2=CC=CC=C2)CC1